4-(2-bromoethyl)tert-butyl-benzene methyl-(R)-3'-(2-(6-((5-acrylamido-2-methoxy-4-(4-methylpiperazin-1-yl)phenyl)amino)pyrimidin-4-yl)isoxazolidin-3-yl)-[1,1'-biphenyl]-3-carboxylate COC(=O)C=1C=C(C=CC1)C1=CC(=CC=C1)[C@@H]1N(OCC1)C1=NC=NC(=C1)NC1=C(C=C(C(=C1)NC(C=C)=O)N1CCN(CC1)C)OC.BrCCC1=CC=C(C=C1)C(C)(C)C